(R)-N-(5,6-Dimethylpyridazin-3-yl)-5-(4-((1-ethylazetidin-2-yl)methoxy)-1-methyl-1H-pyrazol-5-yl)pyrazolo[1,5-a]pyridin-2-amine CC=1C=C(N=NC1C)NC1=NN2C(C=C(C=C2)C2=C(C=NN2C)OC[C@@H]2N(CC2)CC)=C1